tert-butyl ((1r,4r)-4-((2-(6-chloro-6'-cyano-2'-fluoro-3'-(2-methoxyethoxy)-4-methyl-[1,1'-biphenyl]-3-yl)-2-phenylethyl)amino)cyclohexyl)carbamate ClC1=CC(=C(C=C1C1=C(C(=CC=C1C#N)OCCOC)F)C(CNC1CCC(CC1)NC(OC(C)(C)C)=O)C1=CC=CC=C1)C